C(C)(C)(C)OC(=O)N1C[C@H](C([C@H](C1)C)(F)F)CCCOC1=C2N(C(C(NC2=CC(=C1)NC1=NC(=NC=C1Cl)Cl)=O)=O)C.CC1NCCOC1 3-methyl-morpholine tert-butyl-(3R,5S)-3-[3-[[7-[(2,5-dichloropyrimidin-4-yl)amino]-4-methyl-2,3-dioxo-1H-quinoxalin-5-yl]oxy]propyl]-4,4-difluoro-5-methyl-piperidine-1-carboxylate